[Si]([O-])([O-])([O-])O.[Ca+2].[Na+] sodium-calcium silicate